ClC=1C=C(OC2=CC=CC(=N2)S(=O)(=O)NC(=O)C=2C(=NC=CC2)N2C(CC(C2)C)(C)C)C=CC1F N-[[6-(3-Chloro-4-fluorophenoxy)-2-pyridyl]sulfonyl]-2-(2,2,4-trimethylpyrrolidin-1-yl)pyridin-3-carboxamid